ClC=1C=NC(=NC1)N[C@@H]1C[C@@H]2CN([C@H]1C2)C(=O)C2=C(C(=CC=C2)F)N2N=CC=N2 ((1S,4S,6R)-6-((5-Chloropyrimidin-2-yl)amino)-2-azabicyclo[2.2.1]hept-2-yl)(3-fluoro-2-(2H-1,2,3-triazol-2-yl)phenyl)methanone